2-cyclopropyl-7-(dimethylamino)-4-[3-(3-fluorophenoxymethyl)phenyl]-[1,3]thiazolo[4,5-d]pyrimidin-5-one C1(CC1)C=1SC2=C(N(C(N=C2N(C)C)=O)C2=CC(=CC=C2)COC2=CC(=CC=C2)F)N1